(5-chloro-3,4-dimethyl-2,3-dihydroquinoxalin-1-yl)-[5-(3-isopropyl-1,2,4-triazol-1-yl)-2-methyl-phenyl]methanone ClC1=C2N(C(CN(C2=CC=C1)C(=O)C1=C(C=CC(=C1)N1N=C(N=C1)C(C)C)C)C)C